[Sb].[Ni].[Sn] tin-nickel antimony